fructosyl-calcium borate B([O-])([O-])[O-].OCC1([C@@H](O)[C@H](O)[C@H](O1)CO)[Ca+].OCC1([C@@H](O)[C@H](O)[C@H](O1)CO)[Ca+].OCC1([C@@H](O)[C@H](O)[C@H](O1)CO)[Ca+]